FC([C@H]1[C@@H](NCC1)C(=O)N1CCC2(CN(C2)C=2N=CN=NC2OC2=C(C(=O)N(C(C)C)CC)C=C(C=C2)F)CC1)F 2-[(5-{7-[trans-3-(difluoromethyl)pyrrolidine-2-carbonyl]-2,7-diazaspiro[3.5]nonan-2-yl}-1,2,4-triazin-6-yl)oxy]-N-ethyl-5-fluoro-N-(propan-2-yl)benzamide